FCS(=O)(=O)NC=1SC=C(N1)C(=O)NCC1=NNC(=C1)C1=CC=CC=C1 2-(fluoromethylsulfonamido)-N-((5-phenyl-1H-pyrazol-3-yl)methyl)thiazole-4-carboxamide